C1(CCCC1)C1=NC2=NC=NC(=C2N1)C(=O)NCC1=CC(=CC(=C1)F)C=1C=NN(C1)C1=CC(=C(C=C1)F)F 8-Cyclopentyl-N-(3-(1-(3,4-difluorophenyl)-1H-pyrazol-4-yl)-5-fluorobenzyl)-7H-purine-6-carboxamide